(3-((R)-1-((2,8-dimethyl-7-oxo-6-(((S)-tetrahydrofuran-3-yl)oxy)-7,8-Dihydropyrido[2,3-d]pyrimidin-4-yl)amino)ethyl)-4-fluoro-5-(trifluoromethyl)phenyl)carbamate CC=1N=C(C2=C(N1)N(C(C(=C2)O[C@@H]2COCC2)=O)C)N[C@H](C)C=2C=C(C=C(C2F)C(F)(F)F)NC([O-])=O